4-((1s,3s)-3-((5-methoxypyridin-2-yl)oxy)cyclobutyl)thiazol COC=1C=CC(=NC1)OC1CC(C1)C=1N=CSC1